FC1=CC=C(C=C1)N1CC(C2=C1N=C(N=C2NC)NC21CC(C2)(C1)C=1OC(=NN1)C)(C)C 7-(4-fluorophenyl)-N4,5,5-trimethyl-N2-[3-(5-methyl-1,3,4-oxadiazol-2-yl)-1-bicyclo[1.1.1]pentanyl]-6H-pyrrolo[2,3-d]pyrimidine-2,4-diamine